N-(p-methoxyphenyl)-2,2-difluoro-4-piperidineacetamide COC1=CC=C(C=C1)NC(CC1CC(NCC1)(F)F)=O